C(C)OC(C[C@@H](C1=CC(=CC=C1)C=1C=NC=CC1)N)=O (S)-3-amino-3-(3-(pyridin-3-yl)phenyl)propionic acid ethyl ester